N-methyl-diethanolamine dimethacrylate C(C(=C)C)(=O)O.C(C(=C)C)(=O)O.CN(CCO)CCO